3-[4-(4-piperidinyl)anilino]piperidine-2,6-dione HCl salt Cl.N1CCC(CC1)C1=CC=C(NC2C(NC(CC2)=O)=O)C=C1